cetyl-diallyl-amine C(CCCCCCCCCCCCCCC)N(CC=C)CC=C